C12C3COCC3C2COC1 4,9-dioxatricyclo[5.3.0.02,6]decane